2-(((1r,4r)-4-(6-((4-Chloro-2-fluorobenzyl)oxy)pyridin-2-yl)cyclohexyl)(methyl-d3)amino)-4-(difluoromethoxy)-1-methyl-1H-benzo[d]imidazole-6-carboxylic acid ClC1=CC(=C(COC2=CC=CC(=N2)C2CCC(CC2)N(C2=NC3=C(N2C)C=C(C=C3OC(F)F)C(=O)O)C([2H])([2H])[2H])C=C1)F